FC1=C(C(=CC=C1)C)S(=O)(=O)NC=1C(=NC=C(C1)C=1C=C2C(=NC=NC2=CC1)N1CCN(CC1)C(\C=C\C(C)=O)=O)OC (E)-2-fluoro-N-(2-methoxy-5-(4-(4-(4-oxopent-2-enoyl)piperazin-1-yl)quinazolin-6-yl)pyridin-3-yl)-6-methylbenzenesulfonamide